{3-[(1,3-benzothiazol-2-yl)amino]-5H,6H,7H-pyrrolo[2,3-c]Pyridazin-7-yl}-1,3-thiazole-4-carboxylic acid ethyl ester C(C)OC(=O)C=1N=C(SC1)N1CCC2=C1N=NC(=C2)NC=2SC1=C(N2)C=CC=C1